4-(trimethylsiloxy)-3-penten-2-one C[Si](OC(=CC(C)=O)C)(C)C